S1C(=NC2=C1C=CC=C2)OC2=C(C=C(C=C2)CCC(CC)(O)C(F)(F)F)F 1-[4-(1,3-benzothiazol-2-yloxy)-3-fluorophenyl]-3-(trifluoromethyl)pentan-3-ol